C(C)(=O)C=1C=C(OC2=CC=C(C=C2)C2(C3=CC=CC=C3C=3C=CC=CC23)C2=CC=C(C=C2)OC2=CC(=CC(=C2)C(C)=O)C(C)=O)C=C(C1)C(C)=O 9,9-bis(4-(3,5-diacetylphenoxy)phenyl)-9H-fluorene